FC=1C=C(C=CC1)C=1N(C(C=2NC(=NC2N1)C=1C=NN(C1)CC1=CC(=CC=C1)C(F)(F)F)=O)CCC 2-(3-Fluoro-phenyl)-1-propyl-8-[1-(3-trifluoromethyl-benzyl)-1H-pyrazol-4-yl]-1,7-dihydro-purin-6-one